5-{2-[2-(5-Propylchinolin-8-sulfonamido)phenyl]ethynyl}pyridin C(CC)C1=C2C=CC=NC2=C(C=C1)S(=O)(=O)NC1=C(C=CC=C1)C#CC=1C=CC=NC1